COC([C@](CC(=O)N)(C)[C@H](C)C1=CC=C(C=C1)Br)=O (2S)-4-amino-2-[(1R)-1-(4-bromophenyl)ethyl]-2-methyl-4-oxo-butanoic acid methyl ester